CCNCC(N)N 2,2-diaminodiethylamine